FC1=C(C=CC=C1)NC(CCCC)=O N-(2-fluorophenyl)pentanamide